2-methoxycarbonylbenzophenone COC(=O)C1=C(C(=O)C2=CC=CC=C2)C=CC=C1